COC(=O)C=1SC=C(C1)O 4-hydroxythiophene-2-carboxylic acid methyl ester